4-[7-(3-amino-8-fluoroisoquinolin-1-yl)-6-chloroquinazolin-4-yl]piperazine-1-carboxylic acid tert-butyl ester C(C)(C)(C)OC(=O)N1CCN(CC1)C1=NC=NC2=CC(=C(C=C12)Cl)C1=NC(=CC2=CC=CC(=C12)F)N